4-bromomethyl-5-methyl-1,3-dioxol-2-one BrCC=1OC(OC1C)=O